acetone O-(benzyloxycarbonyl)oxime CC(=NOC(=O)OCC1=CC=CC=C1)C